C(CCC)[N+]1=NN(N=C1)C 1-butyl-3-methyltetrazolium